OC1(C=2C=C(C(=CC2C(C2=CC(=C(C=C12)C)C)=O)C)C)C(F)(F)F 10-hydroxy-2,3,6,7-tetramethyl-10-(trifluoromethyl)anthracene-9(10H)-one